FC(C(=O)O)(C(C(F)(F)F)F)F 2,2,3,4,4,4-Hexafluorobutanoic acid